isopropyl 3-(3-acrylamido-4-methylphenyl)-2-(2-morpholinopyridin-4-yl)-1H-pyrrolo[2,3-b]pyridine-5-carboxylate C(C=C)(=O)NC=1C=C(C=CC1C)C1=C(NC2=NC=C(C=C21)C(=O)OC(C)C)C2=CC(=NC=C2)N2CCOCC2